Cl\C(=C/[C@@H]1C([C@@H]1C(=O)OCC1=C(C(=CC(=C1Cl)F)F)Cl)(C)C)\C(F)(F)F 2,6-dichloro-3,5-difluorobenzyl (1R)-cis-3-[(Z)-2-chloro-3,3,3-trifluoro-1-propenyl]-2,2-dimethylcyclopropanecarboxylate